N-(3-methyl-4-((1-methyl-1H-benzo[d]imidazole-5-yl)oxy)phenyl)-5-(piperidin-4-yl)pyrrolo[2,1-f][1,2,4]triazin-4-amine CC=1C=C(C=CC1OC1=CC2=C(N(C=N2)C)C=C1)NC1=NC=NN2C1=C(C=C2)C2CCNCC2